O(C1=CC=CC=C1)C1=CC=C(OC2=C(C=NC=C2)C=2C=C(C=CC2)CN)C=C1 (3-(4-(4-phenoxyphenoxy)pyridin-3-yl)phenyl)methanamine